2-((4-bromobenzyl)oxy)-5-nitrobenzaldehyde BrC1=CC=C(COC2=C(C=O)C=C(C=C2)[N+](=O)[O-])C=C1